NC=1C(=C2C(=NC1)C=CS2)NCCCCNC(OC(C)(C)C)=O tert-butyl (4-((6-aminothieno[3,2-b]pyridin-7-yl)amino) butyl)carbamate